C(C)(C)C1=C(C=CC=C1)C1=NN2C(=NC=CC2=N1)CC1=CC=C(C=C1)C=1N(C=C(N1)C(F)(F)F)C 2-(2-isopropylphenyl)-5-(4-(1-methyl-4-(trifluoromethyl)-1H-imidazol-2-yl)benzyl)-[1,2,4]triazolo[1,5-c]pyrimidine